5-cyano-4-methoxybenzoic acid methyl ester COC(C1=CC=C(C(=C1)C#N)OC)=O